1-(cyclohexylmethyl)-6-nitro-4-((1-(pyrimidin-2-yl)ethyl)amino)quinolin-2(1H)-one C1(CCCCC1)CN1C(C=C(C2=CC(=CC=C12)[N+](=O)[O-])NC(C)C1=NC=CC=N1)=O